CNC(=O)C1=CC(=CC=2[C@H](COC21)C2=CC=CC=C2)C(=O)NCC=2C=NN(C2)C |r| (+/-)-N7-methyl-N5-((1-methyl-1H-pyrazol-4-yl)methyl)-3-phenyl-2,3-dihydrobenzofuran-5,7-dicarboxamide